BrC1=C(C=C(C(=C1)OC)F)I 1-Bromo-4-fluoro-2-iodo-5-methoxybenzene